CS(=O)(=O)C=1C=C(C=CC1)S(=O)(=O)NC1=CC(=CC=C1)N1CCCCC1 3-(methylsulfonyl)-N-(3-(piperidin-1-yl)phenyl)benzenesulfonamide